C(OC)(OC(C#C)C1=CC(=CC=C1)C)=O methyl (1-(3-methylphenyl) prop-2-yn-1-yl) carbonate